The molecule is an organophosphate oxoanion that is the conjugate base of pyridoxamine 5'-phosphate. It has a role as a human metabolite and a Saccharomyces cerevisiae metabolite. It is a conjugate base of a pyridoxamine 5'-phosphate. CC1=NC=C(C(=C1O)C[NH3+])COP(=O)([O-])[O-]